1,3-Dimethyl-N-((5-(trifluoromethyl)pyridin-2-yl)methyl)-1H-pyrazole-4-amine CN1N=C(C(=C1)NCC1=NC=C(C=C1)C(F)(F)F)C